C(CCCCCCC(=O)OC1CC(N(C(C1)(C)C)C)(C)C)(=O)OC1CC(N(C(C1)(C)C)C)(C)C bis(1,2,2,6,6-pentamethyl-4-piperidinyl) suberate